1-[4-(3,4-dihydro-2H-1,4-benzoxazine-4-sulfonyl)phenyl]-3-(pyridin-3-ylmethyl)urea O1CCN(C2=C1C=CC=C2)S(=O)(=O)C2=CC=C(C=C2)NC(=O)NCC=2C=NC=CC2